9-[(R)-2-[[(S)-[[(S)-1-(isopropoxycarbonyl)ethyl]amino]phenoxyphosphinyl]-methoxy]propyl]adenine C(C)(C)OC(=O)[C@H](C)N[P@@](=O)(OC1=CC=CC=C1)CO[C@@H](CN1C2=NC=NC(=C2N=C1)N)C